4,5-dihydro-1H-pyrazole-1-thiocarboxylic acid methyl ester COC(=S)N1N=CCC1